CN1N=NC(=C1C=O)C1=CC=CC=C1 1-Methyl-4-phenyl-1H-1,2,3-triazole-5-carbaldehyde